ClC=1SC(=CC1CCC(C(=O)O)(C)C)Cl 4-(2,5-dichlorothiophen-3-yl)-2,2-dimethylbutanoic acid